C(C(=O)O)NC(=O)O The molecule is a glycine derivative in which one of the hydrogens attached to the amino group bas been replaced by a carboxy group.